C1(=CC=CC=C1)C1(C(C=CC=C1)C1=CC=CC=C1)N=NC1=CC=CC=C1 1,2-diphenylazobenzene